CC/C=C\\C/C=C\\C/C=C\\C/C=C\\C/C=C\\CCCCCCCCC[C@H](CC(=O)SCCNC(=O)CCNC(=O)[C@@H](C(C)(C)COP(=O)([O-])OP(=O)([O-])OC[C@@H]1[C@H]([C@H]([C@@H](O1)N2C=NC3=C(N=CN=C32)N)O)OP(=O)([O-])[O-])O)O The molecule is a 3-hydroxy fatty acyl-CoA(4-) obtained by deprotonation of the phosphate and diphosphate OH groups of (3R,13Z,16Z,19Z,22Z,25Z)-3-hydroxyoctacosapentaenoyl-CoA; major species at pH 7.3. It is a (R)-3-hydroxyacyl-CoA(4-), a 3-hydroxy fatty acyl-CoA(4-) and an 11,12-saturated fatty acyl-CoA(4-). It is a conjugate base of a (3R,13Z,16Z,19Z,22Z,25Z)-3-hydroxyoctacosapentaenoyl-CoA.